(2-methylhydrazino)-p-toluamide monohydrochloride Cl.CNNC1=C(C=CC(=C1)C(=O)N)C